C(CC)[Si](C(C)(C)C)(C(C)(C)C)F propyldi-t-butylsilyl fluoride